N-(2-(thiophene-2-sulfonamido)phenyl)-4-(trifluoromethyl)benzamide S1C(=CC=C1)S(=O)(=O)NC1=C(C=CC=C1)NC(C1=CC=C(C=C1)C(F)(F)F)=O